C(C)OC(=O)C=1C(=NN(C1)C1CCC2(OCCO2)CC1)OC[C@H]1C(C1)(F)F 3-{[(1S)-2,2-difluorocyclopropyl]methoxy}-1-{1,4-dioxaspiro[4.5]decan-8-yl}-1H-pyrazole-4-carboxylic acid ethyl ester